ClC=1C(=NC=CC1C1=NC(=C(C=C1)CNCC1NC(CC1)=O)OC)C=1C(=C(C=CC1)NC1=NC=CC(=C1F)CN1CC2(C1)CNC(C2)=O)C 2-((2-((3-(3'-chloro-6-methoxy-5-((((5-oxopyrrolidin-2-yl)methyl)amino)methyl)-[2,4'-bipyridin]-2'-yl)-2-methylphenyl)amino)-3-fluoropyridin-4-yl)methyl)-2,6-diazaspiro[3.4]octan-7-one